diethylene glycol monoethyl-acetate C(C)CC(=O)OCCOCCO